C(C)(C)(C)C1=CC=C(C(=N1)S(=O)(=O)NC(=O)C1=NC2=C(C=CC(=C2C=C1)C1=NC=CC=C1)C)OC N-((6-(tert-butyl)-3-methoxypyridin-2-yl)sulfonyl)-8-methyl-5-(pyridin-2-yl)quinoline-2-carboxamide